FC1=C(C=CC=C1)C1=C(C(=CC=C1)C=1C=C2CN(C(C2=CC1)=O)CCC(=O)O)C 3-(5-(2'-Fluoro-2-methyl-[1,1'-biphenyl]-3-yl)-1-oxoisoindolin-2-yl)propionic acid